3β-(Thiazol-5-yloxy)-17-(1H-benzimidazol-1-yl)androsta-5,16-dien S1C=NC=C1O[C@@H]1CC2=CC[C@H]3[C@@H]4CC=C([C@@]4(C)CC[C@@H]3[C@]2(CC1)C)N1C=NC2=C1C=CC=C2